OC1=CC=C(C=C1)\C(=C(/CC)\C1=CC=CC=C1)\C1=CC=C(C=C1)N1CCC2(CC(C2)N2CCN(CC2)C2=CC=C3C(=N2)CN(C3=O)C3C(NC(CC3)=O)=O)CC1 (E)-3-(2-(4-(7-(4-(1-(4-hydroxyphenyl)-2-phenylbut-1-en-1-yl)phenyl)-7-azaspiro[3.5]nonan-2-yl)piperazin-1-yl)-5-oxo-5,7-dihydro-6H-pyrrolo[3,4-b]pyridin-6-yl)piperidine-2,6-dione